[1-[(4-cyanophenyl)-[(1R,2R)-2-[[(4S)-2,2-dimethylchroman-4-yl]carbamoyl]cyclopropyl]methyl]-4,4-dimethyl-6-oxo-hexahydropyrimidin-2-ylidene]ammonium C(#N)C1=CC=C(C=C1)C(N1C(NC(CC1=O)(C)C)=[NH2+])[C@H]1[C@@H](C1)C(N[C@H]1CC(OC2=CC=CC=C12)(C)C)=O